C(C1=CC=CC=C1)OC1=C(C(=CC(=C1)O)O)C(=O)N1CC2=C(C=C(C=C2CC1)OCCOC)N[C@H]1COCC1 (R)-(2-(benzyloxy)-4,6-dihydroxyphenyl)(6-(2-methoxyethoxy)-8-((tetrahydrofuran-3-yl)amino)-3,4-dihydroisoquinolin-2(1H)-yl)methanone